N-(8-cyano-1,2,3,5,6,7-hexahydros-indacen-4-ylcarbamoyl)-3-(2-hydroxypropan-2-yl)benzenesulfonamide C(#N)C=1C=2CCCC2C(=C2CCCC12)NC(=O)NS(=O)(=O)C1=CC(=CC=C1)C(C)(C)O